5-((4-(4-(((tert-butyldimethylsilyl)oxy)methyl)phenyl)piperazin-1-yl)methyl)pyridin-2-amine [Si](C)(C)(C(C)(C)C)OCC1=CC=C(C=C1)N1CCN(CC1)CC=1C=CC(=NC1)N